tert-butyl (S)-(1-(2-(7-cyano-1-(isoxazol-5-ylmethyl)-1H-indol-2-yl)-1-methyl-5-oxo-1,5,7,8-tetrahydro-6H-imidazo[4,5-g]isoquinolin-6-yl)-3-fluoropropan-2-yl)carbamate C(#N)C=1C=CC=C2C=C(N(C12)CC1=CC=NO1)C1=NC=2C(=CC=3CCN(C(C3C2)=O)C[C@@H](CF)NC(OC(C)(C)C)=O)N1C